N-hydroxyethylaminoethylamine OCCNNCC